FC1=CC=C2C=C(C=C(C2=C1F)C1=C(C=2N=C(N=C(C2C=N1)N1CC2CCC(C1)N2C(=O)OC(C)(C)C)OCC2(CC2)CO)F)OCOC tert-butyl 3-[7-[7,8-difluoro-3-(methoxymethoxy)-1-naphthyl]-8-fluoro-2-[[1-(hydroxymethyl)cyclopropyl]methoxy]pyrido[4,3-d]pyrimidin-4-yl]-3,8-diazabicyclo[3.2.1]octane-8-carboxylate